C(C)(C)(C)OC(=O)NC1=CC=C(N=N1)CC1(C(N(CC(C1)C(F)(F)F)C(=O)OC(C)(C)C)=O)C(=O)OC 1-(tert-butyl) 3-methyl 3-((6-((tert-butoxycarbonyl)amino)pyridazin-3-yl)methyl)-2-oxo-5-(trifluoromethyl)piperidine-1,3-dicarboxylate